6-((3,4-dihydroisoquinolin-2(1H)-yl)sulfonyl)-3,4-dihydroquinolin-2(1H)-one C1N(CCC2=CC=CC=C12)S(=O)(=O)C=1C=C2CCC(NC2=CC1)=O